OCCNC1=CC(=C(C=C1)[N+](=O)[O-])OC N-(2-hydroxyl-Ethyl)-3-methoxy-4-nitroaniline